NC=1C=C(C=CC1F)B(O)O 3-amino-4-fluorophenylboronic acid